ClC=1C(=NC(=NC1)NC=1C=NN(C1)C1CCN(CC1)C(C(C)(C)C)=O)C1=C(C(=O)NCC#N)C=CC=C1 (5-chloro-2-((1-(1-pivaloylpiperidin-4-yl)-1H-pyrazol-4-yl)amino)pyrimidin-4-yl)-N-(cyanomethyl)benzamide